4-(3,4-difluorophenyl)-1-(5-(1,3-dimethyl-1H-pyrazol-4-yl)-1,3,4-thiadiazol-2-yl)piperidin-4-ol FC=1C=C(C=CC1F)C1(CCN(CC1)C=1SC(=NN1)C=1C(=NN(C1)C)C)O